COC=1N=C2C(=CC=NC2=CC1OC)OC1=C(C=C(C=C1)NC(=O)C=1C(N(C=CC1C)C(C)C)=O)F N-[4-[(6,7-dimethoxy-1,5-naphthyridin-4-yl)oxy]-3-fluorophenyl]-4-methyl-2-oxo-1-propan-2-ylpyridine-3-carboxamide